C(C)(C)(C)OC(N[C@H]1CN(CCC1)CC1=CC=CC=C1)=O (R)-(1-benzyl-piperidine-3-yl)carbamic acid tert-butyl ester